ClCC(=O)C1SC2(N(C1=O)CC=1OC(=CC1)C1=C(C(=CC=C1)Cl)Cl)CCNCC2 (2-chloroacetyl)-4-((5-(2,3-dichlorophenyl)furan-2-yl)methyl)-1-thia-4,8-diazaspiro[4.5]decan-3-one